C(CCC)OC([C@H]([C@H]([C@@H]([C@@H](C(=O)OCCCC)O)O)O)O)=O mannaric acid dibutyl ester